5-CHLORO-2-METHYLPHENYL ISOCYANIDE ClC=1C=CC(=C(C1)[N+]#[C-])C